(2',5'-diphenyl-biphenyl-4-yl)-(4-naphthalen-2-yl-phenyl)-amine C1(=CC=CC=C1)C1=C(C=C(C=C1)C1=CC=CC=C1)C1=CC=C(C=C1)NC1=CC=C(C=C1)C1=CC2=CC=CC=C2C=C1